4-tert-butyl-N-(6-methyl-3-oxo-2,3-dihydro-1,2,4-triazin-4(5H)-yl)benzenesulfonamide C(C)(C)(C)C1=CC=C(C=C1)S(=O)(=O)NN1C(NN=C(C1)C)=O